C(C)(=O)O[C@H](COC1=CC=C(C=C1)C(C)(C)C1=CC(=C(C(=C1)Cl)OC[C@H](CCl)OC(C)=O)Cl)CF (R)-1-(4-(2-(4-((R)-2-acetoxy-3-chloropropoxy)-3,5-dichlorophenyl)propan-2-yl)phenoxy)-3-fluoropropan-2-yl acetate